ClC1=NC=C(C(=N1)NC=1C=C2C(=CNC(C2=CC1)=O)C)C 6-[(2-chloro-5-methyl-pyrimidin-4-yl)amino]-4-methyl-2H-isoquinolin-1-one